COC(=O)C=1C=C(C2=C(N(C(=N2)C(F)F)C)C1)Br 4-bromo-2-(difluoromethyl)-1-methyl-1H-benzo[d]Imidazole-6-carboxylic acid methyl ester